(S)-1-(7-(8-ethynyl-7-fluoro-3-hydroxynaphthalen-1-yl)-8-fluoro-2-(((2r,7as)-2-fluorohexahydro-1H-pyrrolizin-7a-yl)methoxy)pyrido[4,3-d]pyrimidin-4-yl)-3-methylpiperidin-3-ol C(#C)C=1C(=CC=C2C=C(C=C(C12)C1=C(C=2N=C(N=C(C2C=N1)N1C[C@](CCC1)(O)C)OC[C@]12CCCN2C[C@@H](C1)F)F)O)F